2,3-diamino-6,7-dihydro-1H,5H-pyrazolo[1,2-a]pyrazole-1-on NC1=C(N2N(CCC2)C1=O)N